N-[[1-(5-chloro-1,3-benzooxazol-2-yl)-4-piperidinyl]methyl]-5-methylsulfonyl-pyridine-3-carboxamide ClC=1C=CC2=C(N=C(O2)N2CCC(CC2)CNC(=O)C=2C=NC=C(C2)S(=O)(=O)C)C1